C(C)(C)(C)OC(=O)N1CC(C[C@@H](C1)N1C(NC=2C(=NC=CC21)N(CC2=CC=C(C=C2)OC)CC2=CC=C(C=C2)OC)=O)(C)C (S)-5-(4-(bis(4-methoxybenzyl)amino)-2-oxo-2,3-dihydro-1H-imidazo[4,5-c]pyridin-1-yl)-3,3-dimethylpiperidine-1-carboxylic acid tert-butyl ester